N-((2-(2-fluorophenyl)-3-methyl-1H-indol-5-yl)methyl)benzamide FC1=C(C=CC=C1)C=1NC2=CC=C(C=C2C1C)CNC(C1=CC=CC=C1)=O